di-tert-butyl 2-(3-aminopropyl)malonate NCCCC(C(=O)OC(C)(C)C)C(=O)OC(C)(C)C